(1S)-1-[[4-(3-Phenoxypropyl)tetrahydropyran-4-carbonyl]amino]ethylbenzoic acid O(C1=CC=CC=C1)CCCC1(CCOCC1)C(=O)N[C@@H](C)C1=C(C(=O)O)C=CC=C1